C(CCC)C=1N(C(=C(N1)Cl)C=O)CC1CC1 2-butyl-4-chloro-1-(cyclopropylmethyl)-1H-imidazole-5-carbaldehyde